C(\C=C/C(=O)O)(=O)O.COC1=NC=C(C(=C1C)C=1C=CC=2C3=C(C(NC2C1)=O)C=NN3[C@@H]3COCC3)C (S)-7-(2-methoxy-3,5-dimethylpyridin-4-yl)-1-(tetrahydrofuran-3-yl)-1H-pyrazolo[4,3-c]quinolin-4(5H)-one monomaleate salt